OCCC=C(C(=O)O)C.OCCC=C(C(=O)O)C.O=C(C(=O)O)CCC(=O)O α-Ketoglutaric acid di(hydroxyethyl methacrylate)